(E)-3-((4-bromophenyl)diazenyl)-1-methyl-1H-indole BrC1=CC=C(C=C1)/N=N/C1=CN(C2=CC=CC=C12)C